COC(C1=C(C=C(C(=C1)OC)OC)[N+]#[C-])=O METHYL-2-ISOCYANO-4,5-DIMETHOXY-BENZOATE